ClC1=CC=CC(=N1)C1=NC(=NC(=N1)NC(C)C)N[C@@H](C(F)(F)F)C (R)-6-(6-chloropyridin-2-yl)-N2-isopropyl-N4-(1,1,1-trifluoropropan-2-yl)-1,3,5-triazine-2,4-diamine